{4-[4-(morpholin-4-yl)-7-{[2-(trimethylsilyl)ethoxy]methyl}-7H-pyrrolo[2,3-d]pyrimidin-6-yl]phenyl}piperidine-4-carboxamide N1(CCOCC1)C=1C2=C(N=CN1)N(C(=C2)C2=CC=C(C=C2)N2CCC(CC2)C(=O)N)COCC[Si](C)(C)C